C1(CCCCC1)NC(N(C)C1=CC=2OC(C(=CC2S1)C(=O)OC)=O)=O methyl 2-(3-cyclohexyl-1-methylureido)-5-oxo-5H-thieno[3,2-b]pyran-6-carboxylate